O1C(=NC2=C1C=CC=C2)C2=CC=C(C=C2)C2=CC=C(C=C2)N(C2=CC=C(C=C2)C2=CC1=C(N=C(O1)C1=CC3=CC=CC=C3C=C1)C=C2)C2=CC=CC=C2 N-(4'-benzoxazol-2-yl-[1,1']biphenyl-4-yl)-N-phenyl-N-{4-(2-naphthalen-2-yl-benzoxazol-6-yl)-phenyl}-amine